COC1=CC=C(CN(C=2N=CN(C(C2C(=O)OC)=O)C2=C(C=C(C=C2[N+](=O)[O-])Br)Cl)CC2=CC=C(C=C2)OC)C=C1 methyl 4-(bis(4-methoxybenzyl)amino)-1-(4-bromo-2-chloro-6-nitrophenyl)-6-oxo-1,6-dihydropyrimidine-5-carboxylate